2,2,2-Trifluoroethyl (S)-2-amino-3-(naphthalen-1-yl)propanoate hydrochloride Cl.N[C@H](C(=O)OCC(F)(F)F)CC1=CC=CC2=CC=CC=C12